tert-butyl 8-(5-((3,4-dichlorophenyl)difluoromethyl)-1,3,4-oxadiazol-2-yl)-2-(1-(trifluoromethyl)cyclopropane-1-carbonyl)-2,6-diazaspiro[3.4]octane-6-carboxylate ClC=1C=C(C=CC1Cl)C(C1=NN=C(O1)C1CN(CC12CN(C2)C(=O)C2(CC2)C(F)(F)F)C(=O)OC(C)(C)C)(F)F